n-tetradecyl-glucose C(CCCCCCCCCCCCC)C(=O)[C@H](O)[C@@H](O)[C@H](O)[C@H](O)CO